FC(C1(CC1)C1=NN=C(O1)CC1CC2(CN(C2)C(=O)OC(C)(C)C)C1)(F)F tert-butyl 6-[[5-[1-(trifluoromethyl) cyclopropyl]-1,3,4-oxadiazol-2-yl] methyl]-2-azaspiro[3.3]heptane-2-carboxylate